acrylamido-N-((4,6-dimethyl-2-oxo-1,2-dihydropyridin-3-yl)methyl)-4-methyl-4'-(trifluoromethoxy)-[1,1'-biphenyl]-3-carboxamide C(C=C)(=O)NC1=C(C=CC(=C1C(=O)NCC=1C(NC(=CC1C)C)=O)C)C1=CC=C(C=C1)OC(F)(F)F